4-Amino-N-(4-(4-isobutyrylpiperazin-1-yl)phenyl)-2-methoxynicotinamide NC1=CC=NC(=C1C(=O)NC1=CC=C(C=C1)N1CCN(CC1)C(C(C)C)=O)OC